C(C=C)C1C=2C=CC=NC2CCN1 5-allyl-5,6,7,8-tetrahydro-1,6-naphthyridine